vinyltris(beta-methoxyethoxy)silane C(=C)[Si](OCCOC)(OCCOC)OCCOC